6-Chloro-3-[[(1R)-1-[2-(2,6-difluorophenyl)-3,6-dimeth-yl-4-oxo-chromen-8-yl]-ethyl]amino]-N'-hydroxy-pyridine-2-carboxamidine ClC1=CC=C(C(=N1)C(=NO)N)N[C@H](C)C=1C=C(C=C2C(C(=C(OC12)C1=C(C=CC=C1F)F)C)=O)C